BrC=1C=C2C(C(=C(OC2=CC1)CN1C=NC=2N(C(N(C(C12)=O)C)=O)C)C1=CC=CC=C1)=O 7-[(6-Bromo-4-oxo-3-phenyl-4H-chromen-2-yl)methyl]-1,3-dimethyl-1H-purine-2,6(3H,7H)-dione